S=C1N(CC2=CC=C(C=C12)CN1CCN(CC1)C1=CC=C(C=C1)C(F)(F)F)C1C(NC(CC1)=O)=O 3-(1-thioxo-6-((4-(4-(trifluoromethyl)phenyl)piperazin-1-yl)methyl)isoindolin-2-yl)piperidine-2,6-dione